COC1=C(C2=C(N(C(N2C)=O)C2C(NC(CC2)=O)=O)C=C1)C1CCNCC1 3-(5-Methoxy-3-methyl-2-oxo-4-(piperidin-4-yl)-2,3-dihydro-1H-benzo[d]imidazol-1-yl)piperidine-2,6-dione